C(CCCCC)C(C(=O)OCCCCCCN(CCCCCCOC(C(CCCCCCCC)CCCCCC)=O)CCN1C(=NC=C1)C)CCCCCCCC ((2-(2-Methyl-1H-imidazol-1-yl)ethyl)azanediyl)bis(hexane-6,1-diyl) bis(2-hexyldecanoate)